tert-butyl-4-(6-bromo-8-methyl-4-oxo-3,4-dihydroquinazoline-2-yl)-4-fluoropiperidine C(C)(C)(C)N1CCC(CC1)(F)C1=NC2=C(C=C(C=C2C(N1)=O)Br)C